benzoxazoloic acid O1C(=NC2=C1C=CC=C2)C(=O)O